BrC=1C=C(C=CC1)N1C=CC=2C=3C1=NC=NC3C=CC2NC(\C=C\CN(C)C)=O (E)-N-(4-(3-bromophenyl)-4H-pyrido[2,3,4-de]quinazolin-7-yl)-4-(dimethylamino)but-2-enamide